6-(2-amino-[1,2,4]triazolo[1,5-a]pyridin-7-yl)-3-methoxy-N-(3-phenylbutyl)pyrazine-2-carboxamide NC1=NN2C(C=C(C=C2)C2=CN=C(C(=N2)C(=O)NCCC(C)C2=CC=CC=C2)OC)=N1